N[C@H]1[C@@H](CN(CC1)C1=C(N=NC2=CC(=C(C=C12)C=1C=C(C(=O)N)C=C(C1)F)Cl)C1=CC(=CC(=C1)C)F)OC 3-{4-[trans-4-amino-3-methoxypiperidin-1-yl]-7-chloro-3-(3-fluoro-5-methylphenyl)cinnolin-6-yl}-5-fluorobenzamide